amino-diazepine NC1=NNC=CC=C1